1-(2-bromoethyl)-3,5-dimethoxybenzene BrCCC1=CC(=CC(=C1)OC)OC